C(C1=CC=CC=C1)[C@@H]1N(OCC1)C1=CC(=NC=N1)NC=1C(=CC(=C(C1)C(C(=O)N)=C)N1CCN(CC1)CC)OC (5-((6-((S)-3-benzylisoxazolidin-2-yl)pyrimidin-4-yl)amino)-2-(4-ethylpiperazin-1-yl)-4-methoxyphenyl)acrylamide